N-[3-[3-(4-chlorophenyl)-1,2,4-thiadiazol-5-yl]-1-bicyclo[1.1.1]pentanyl]-5-(1-methylsulfonylcyclopropyl)furan-2-carboxamide ClC1=CC=C(C=C1)C1=NSC(=N1)C12CC(C1)(C2)NC(=O)C=2OC(=CC2)C2(CC2)S(=O)(=O)C